CC(=O)OC1=CC2=C(C=C1)C3=C(O2)C4=C(C=C(C=C4)OC(=O)C)OC3=O The molecule is a member of the class of coumestans that is the diacetate ester derivative of coumestrol. It is a member of coumestans, a delta-lactone and an acetate ester. It derives from a coumestrol.